6-[(3S)-3-amino-5-fluoro-1,3-dihydrospiro[indene-2,4'-piperidine]-1'-yl]-5-methyl-1H-pyrazolo[3,4-b]Pyrazin N[C@@H]1C2=CC(=CC=C2CC12CCN(CC2)C2=C(N=C1C(=N2)NN=C1)C)F